ClC=1N=CN(C1)CC1=C(C=C(C=C1)[C@@H]1[C@H](C1)C(=O)O)F (1S,2S)-2-(4-((4-chloro-1H-imidazol-1-yl)methyl)-3-fluorophenyl)cyclopropane-1-carboxylic acid